(E)-1-[4-chloro-3-(trifluoromethyl)phenyl]-3-[4-(phenyldiazenyl)phenyl]urea ClC1=C(C=C(C=C1)NC(=O)NC1=CC=C(C=C1)\N=N\C1=CC=CC=C1)C(F)(F)F